C(C)(C)(C)OC(=O)N1[C@H](C[C@H](CC1)C(F)(F)F)C1=CC=CC=C1 |r| rac-(2R,4S)-2-phenyl-4-(trifluoromethyl)piperidine-1-carboxylic acid tert-butyl ester